N4,N4'-bis(9,9-dimethyl-9H-fluoren-2-yl)-N4,N4'-diphenyl-[1,1'-biphenyl]-4,4'-diamine CC1(C2=CC=CC=C2C=2C=CC(=CC12)N(C1=CC=C(C=C1)C1=CC=C(C=C1)N(C1=CC=CC=C1)C1=CC=2C(C3=CC=CC=C3C2C=C1)(C)C)C1=CC=CC=C1)C